ClC=1C=C(C=NC1C(C)(F)F)CC(=O)O 2-[5-chloro-6-(1,1-difluoroethyl)pyridin-3-yl]acetic acid